methyl 2-[acetyl (benzyl) amino]-7-chloro-6-hydroxy-1-benzothiophene-3-carboxylate C(C)(=O)N(C=1SC2=C(C1C(=O)OC)C=CC(=C2Cl)O)CC2=CC=CC=C2